3-[7-[4-[[4-[5-[(5-bromo-1-methyl-6-oxo-pyridazin-4-yl)amino]-1-methyl-3-piperidyl]phenyl]methyl]piperazin-1-yl]-2-oxo-1,3-benzoxazol-3-yl]piperidine-2,6-dione BrC1=C(C=NN(C1=O)C)NC1CC(CN(C1)C)C1=CC=C(C=C1)CN1CCN(CC1)C1=CC=CC=2N(C(OC21)=O)C2C(NC(CC2)=O)=O